2-[5-[(3R)-3-amino-5-[(4-chlorophenyl)methyl]-8-methyl-1,1,4-trioxo-2,3-dihydro-1λ6,5-benzothiazepin-7-yl]-1,3,4-oxadiazol-2-yl]-2-methyl-propanenitrile N[C@H]1CS(C2=C(N(C1=O)CC1=CC=C(C=C1)Cl)C=C(C(=C2)C)C2=NN=C(O2)C(C#N)(C)C)(=O)=O